(1R,3S,5R)-3-((7-methoxy-4-(1-methyl-3-phenyl-1H-pyrazol-4-yl)pyrido[3,2-d]pyrimidin-6-yl)carbamoyl)-2-azabicyclo[3.1.0]hexane-2-carboxylic acid tert-butyl ester C(C)(C)(C)OC(=O)N1[C@@H]2C[C@@H]2C[C@H]1C(NC=1C(=CC=2N=CN=C(C2N1)C=1C(=NN(C1)C)C1=CC=CC=C1)OC)=O